Methyl 10-(naphthalen-1-yl)phenanthrene-9-carboxylate C1(=CC=CC2=CC=CC=C12)C1=C(C2=CC=CC=C2C=2C=CC=CC12)C(=O)OC